6-(2-Chloro-6-fluorophenyl)-2-((4-(3-(dimethylamino)propoxy)phenyl)amino)-8,9-dihydroimidazo[1,2-a]pyrimido[5,4-e]pyrimidin-5(6H)-one ClC1=C(C(=CC=C1)F)N1C=2N(C3=C(C1=O)C=NC(=N3)NC3=CC=C(C=C3)OCCCN(C)C)CCN2